(R)-N-(5-(5-ethyl-1,2,4-oxadiazol-3-yl)-2,3-dihydro-1H-inden-1-yl)-6-methylnicotinamide C(C)C1=NC(=NO1)C=1C=C2CC[C@H](C2=CC1)NC(C1=CN=C(C=C1)C)=O